2-methyl-7-(morpholin-4-yl)furo[2,3-c]pyridine-4-carbaldehyde CC1=CC2=C(C(=NC=C2C=O)N2CCOCC2)O1